[1,4]Oxazine hydrochloride Cl.O1CC=NC=C1